ClC1=C(C(=CC=C1Cl)O)C1CC2=NN=C(N2C1)C(=O)N1CCOCC1 (6-(2,3-dichloro-6-hydroxyphenyl)-6,7-dihydro-5H-pyrrolo[2,1-c][1,2,4]triazol-3-yl)(morpholinyl)methanone